C(C)(C)(C)OC(=O)N1C2(CC2)C[C@@H](CC1)C=1C=CC=2N(C(C=C(N2)C=2C=CC=3N(N2)C=C(N3)Cl)=O)C1 |r| rac-7-[2-(2-chloroimidazo[1,2-b]pyridazin-6-yl)-4-oxo-pyrido[1,2-a]pyrimidin-7-yl]-4-azaspiro[2.5]octane-4-carboxylic acid tert-butyl ester